BrC=1C=2N(C3=CC(=NC=C3C1)Cl)C=C(N2)C(F)(F)F 4-bromo-8-chloro-2-(trifluoromethyl)imidazo[1,2-a][1,6]naphthyridin